5-tert-butyl-N-[[4-[6-(3,3-difluoro-4-hydroxy-butyl)pyrrolo[2,1-f][1,2,4]triazin-4-yl]-2-fluoro-phenyl]methyl]-1,2,4-oxadiazole-3-carboxamide C(C)(C)(C)C1=NC(=NO1)C(=O)NCC1=C(C=C(C=C1)C1=NC=NN2C1=CC(=C2)CCC(CO)(F)F)F